2-bromo-1,1-diethylaminoethane BrCC(NCC)NCC